CC(C)[C@@H](C(=O)NCC(=O)N1CCC[C@H]1C(=O)O)NC(=O)[C@@H]2CCCN2 The molecule is a tetrapeptide composed of L-proline, L-valine, glycine, and L-proline joined by peptide linkages. It has a role as a metabolite. It derives from a L-proline, a L-valine and a glycine.